ClC1=CN(C2=NC=C(C=C21)C(=O)NC2CC1=CC=CC=C1C2)C 3-chloro-N-(2,3-dihydro-1H-inden-2-yl)-1-methyl-1H-pyrrolo[2,3-b]pyridine-5-carboxamide